C(C)(C)(C)[Si](C)(C)OCCCOC=1N(N=CC1C=1C=C2C(=CN1)N(N=C2I)COCC[Si](C)(C)C)C tert-butyl-[3-[4-[3-iodo-1-(2-trimethylsilylethoxymethyl)-pyrazolo[3,4-c]pyridin-5-yl]-2-methyl-pyrazol-3-yl]oxypropoxy]-dimethyl-silane